NC1=C(C=C(C=N1)C=1N=C(N(C1)C12CC(C1)(C2)N2CCC(CC2)(F)F)[C@@H](C(C)C)O)C(F)(F)F (R)-1-(4-(6-amino-5-(trifluoromethyl)pyridin-3-yl)-1-(3-(4,4-difluoropiperidin-1-yl)bicyclo[1.1.1]Pentane-1-yl)-1H-imidazol-2-yl)-2-methylpropan-1-ol